Benzyl ((S)-1-((1r,4S)-4-fluorocyclohexyl)-2-((4-formylpyridin-2-yl)amino)-2-oxoethyl)carbamate FC1CCC(CC1)[C@@H](C(=O)NC1=NC=CC(=C1)C=O)NC(OCC1=CC=CC=C1)=O